BrC=1C=C2C(=NC1)C1=C(N2C(C2CCOCC2)C2=CC=CC=C2)C=CO1 6-bromo-4-(phenyl-(tetrahydro-2H-pyran-4-yl)methyl)-4H-furo[2',3':4,5]pyrrolo[3,2-b]pyridine